Cl.N1C[C@@H](CCC1)O |r| rac-piperidine-3-ol hydrochloride